6-amino-5-iodo-2-[1-methyl-5-(trifluoromethylthio)benzimidazol-2-yl]pyridine-3-carboxylic acid ethyl ester C(C)OC(=O)C=1C(=NC(=C(C1)I)N)C1=NC2=C(N1C)C=CC(=C2)SC(F)(F)F